C(C)(C)(C)C1=NC=C(C=N1)C=1C=C2SCC(CN2C(C1C#N)=O)C 8-(2-(tert-butyl)pyrimidin-5-yl)-3-methyl-6-oxo-3,4-dihydro-2H,6H-pyrido[2,1-b][1,3]thiazine-7-carbonitrile